6-[8-(1,3-benzothiazol-2-ylcarbamoyl)-3,4-dihydroisoquinolin-2(1H)-yl]-3-[1-(2-phenylethyl)-1H-pyrazol-4-yl]pyridine-2-carboxylic acid tert-butyl ester C(C)(C)(C)OC(=O)C1=NC(=CC=C1C=1C=NN(C1)CCC1=CC=CC=C1)N1CC2=C(C=CC=C2CC1)C(NC=1SC2=C(N1)C=CC=C2)=O